4-tert-butyl 2-ethyl (5S)-2-fluoro-5-methyl-1,1-dioxo-1λ6-thiomorpholine-2,4-dicarboxylate FC1(CN([C@H](CS1(=O)=O)C)C(=O)OC(C)(C)C)C(=O)OCC